1-methyl-5-(2-oxo-2,3-dihydro-1H-benzo[d]imidazol-1-yl)-1H-indole CN1C=CC2=CC(=CC=C12)N1C(NC2=C1C=CC=C2)=O